4-fluoro-5-(1H-imidazol-1-yl)-2-(5-(1-((1s,3r,5r)-1-methyl-8-azabicyclo[3.2.1]oct-3-yl)vinyl)pyrazin-2-yl)phenol FC1=CC(=C(C=C1N1C=NC=C1)O)C1=NC=C(N=C1)C(=C)[C@H]1C[C@@]2(CC[C@H](C1)N2)C